CN1N=CC2=CC(=CC=C12)\C=C/1\C(NC(=N1)NC1=CC=CC=C1)=O (Z)-5-((1-methyl-1H-indazol-5-yl)methylene)-2-(phenylamino)-3,5-dihydro-4H-imidazol-4-one